3-[3-bromo-5-(3-hydroxy-3-methyl-butyl)pyrazolo[1,5-a]pyrimidin-2-yl]benzonitrile BrC=1C(=NN2C1N=C(C=C2)CCC(C)(C)O)C=2C=C(C#N)C=CC2